C(C)(C)(C)OC(=O)N1CCN(CC1)C1=NC(N(C2=CC(=C(C=C12)Cl)C1=C2C=NNC2=CC=C1C)C1=C(C=CC=C1)C(C)C)=O 4-(6-chloro-1-(2-isopropylphenyl)-7-(5-methyl-1H-indazol-4-yl)-2-oxo-1,2-dihydroquinazolin-4-yl)piperazine-1-carboxylic acid tert-butyl ester